5-bromo-8-((3-fluorobenzyl)oxy)chroman BrC1=C2CCCOC2=C(C=C1)OCC1=CC(=CC=C1)F